5-(((4-((1R,5S)-3,8-diazabicyclo[3.2.1]octan-3-yl)-8-fluoro-7-(3-hydroxynaphthalen-1-yl)quinazolin-2-yl)oxy)methyl)pyrrolidin-2-one [C@H]12CN(C[C@H](CC1)N2)C2=NC(=NC1=C(C(=CC=C21)C2=CC(=CC1=CC=CC=C21)O)F)OCC2CCC(N2)=O